tert-butyl (Z)-(3-fluoro-2-(((2-((3-methoxypropyl)amino)benzo[d]oxazol-6-yl)oxy)methyl)allyl)carbamate F\C=C(\CNC(OC(C)(C)C)=O)/COC1=CC2=C(N=C(O2)NCCCOC)C=C1